C1(CC1)CC1=C(OC2=C1C=CC=C2NC2CCN(CC2)C)C#CC 3-(3-(cyclopropylmethyl)-7-((1-methylpiperidin-4-yl)amino)benzofuran-2-yl)prop-2-yn